nonylene glycol monostearate C(CCCCCCCCCCCCCCCCC)(=O)OCCCCCCCCCO